2-chloro-4-(4-methoxypiperidin-1-yl)-5-((1-methyl-1H-pyrazol-4-yl)ethynyl)pyridine ClC1=NC=C(C(=C1)N1CCC(CC1)OC)C#CC=1C=NN(C1)C